2-cyano-1,1'-biphenyl C(#N)C1=C(C=CC=C1)C1=CC=CC=C1